CCCC[Sn](Cl)(Cl)Cl n-butyltin trichloride